dibutyl-tin tetraethyl-orthosilicate C(C)O[Si](OCC)(OCC)OCC.C(CCC)[Sn]CCCC